4-methyl-1,3-dioxole CC=1OCOC1